lithium 2,2,2-trifluoroethyl fluorophosphate P(=O)(OCC(F)(F)F)([O-])F.[Li+]